O=C1OCCN1[C@H]1C(=NN(C1)C(=O)N[C@H](C)C=1C=NC(=NC1)C)C1=CC=C(C=C1)Cl (R)-4-(2-oxooxazolidin-3-yl)-3-(4-chlorophenyl)-N-((R)-1-(2-methylpyrimidin-5-yl)ethyl)-4,5-dihydro-1H-pyrazol-1-carboxamide